C([C@H]1[C@H]([C@H]([C@@H]([C@@H](O1)OP(=O)(O)O)O)O)O)O The molecule is a L-galactose 1-phosphate compound having beta-configuration about the anomeric centre. It derives from a beta-L-galactose. It is a conjugate acid of an alpha-L-galactose 1-phosphate(2-).